FC1=CC=C2C(=NC=NC2=C1)NC(C(=O)O)CCN(CCCCC1=NC=2NCCCC2C=C1)CCOC 2-((7-fluoroquinazolin-4-yl)amino)-4-((2-methoxyethyl)(4-(5,6,7,8-tetrahydro-1,8-naphthyridin-2-yl)butyl)amino)butanoic acid